2-(aminomethyl)-1-butanol NCC(CO)CC